C(C)(C)(C)OC(=O)N1CC2=C(C1)C=C(S2)C(=O)O 5-(tert-Butoxycarbonyl)-5,6-dihydro-4H-thieno[2,3-c]pyrrole-2-carboxylic acid